6-(tert-butyl)-10-(3-(dimethylamino)propoxy)-2-oxo-6,7-dihydro-2H-pyrido[2',1':3,4]pyrazino[1,2-b]indazole-3-carboxylic acid ethyl ester C(C)OC(=O)C=1C(C=C2N(C(CN3N=C4C(=CC=CC4=C32)OCCCN(C)C)C(C)(C)C)C1)=O